COC1=C(C=CC(=C1)C1=CN=C(N1CCOC)C)NC=1N=CC2=C(N1)C(=NC(=C2)C)NCC(C)(C)C N2-(2-methoxy-4-(1-(2-methoxyethyl)-2-methyl-1H-imidazol-5-yl)phenyl)-6-methyl-N8-neopentylpyrido[3,4-d]pyrimidine-2,8-diamine